[Ni].[Cr].[Mn] Manganese-chromium-nickel